C1(=CC=CC=C1)[C@H](C)\N=C\C(=O)OC Methyl (S,E)-2-((1-phenylethyl) imino)acetate